NC1=C(C=NN1C1CCN(CC1)C(=O)OC(C)(C)C)C(=O)OCC tert-Butyl 4-(5-amino-4-ethoxycarbonyl-pyrazol-1-yl)piperidine-1-carboxylate